2-dimethylamino-2-(4-methyl-benzyl)-1-(4'-morpholin-4-yl-phenyl)-butan-1-one CN(C(C(=O)C1=CC=C(C=C1)N1CCOCC1)(CC)CC1=CC=C(C=C1)C)C